BrC1=NN(C=C1)C1OCCCC1 3-bromo-1-(tetrahydro-2H-pyran-2-yl)-1H-pyrazole